9-hydroxy-fluorene-2-carboxylic acid OC1C2=CC=CC=C2C=2C=CC(=CC12)C(=O)O